2-Chloro-4-((S)-8-(4-(4-((4-(3-(((S)-2,6-dioxopiperidin-3-yl)amino)phenyl)piperazin-1-yl)methyl)azetidine-1-carbonyl)phenyl)-3-methyl-2,8-diazaspiro[4.5]decan-2-yl)benzonitrile ClC1=C(C#N)C=CC(=C1)N1CC2(C[C@@H]1C)CCN(CC2)C2=CC=C(C=C2)C(=O)N2CCC2CN2CCN(CC2)C2=CC(=CC=C2)N[C@@H]2C(NC(CC2)=O)=O